5-(5-chloro-2,4-dihydroxyphenyl)-4-(4-methoxy-phenyl)-isoxazole-3-carboxylic Acid Ethylamide C(C)NC(=O)C1=NOC(=C1C1=CC=C(C=C1)OC)C1=C(C=C(C(=C1)Cl)O)O